C(C)(C)(C)OC(=O)N1[C@@H]2C(C[C@H]1CC2)=CC(=O)OCC.CC(C)(CCC(C)(OOC(C)(C)C)C)OOC(C)(C)C |r| 2,5-dimethyl-2,5-bis(t-butylperoxy)hexane (±)-tert-butyl-(1S,4R)-2-(2-ethoxy-2-oxoethylidene)-7-azabicyclo[2.2.1]heptane-7-carboxylate